C1(=CC=CC2=CC=CC=C12)[C@@H](C)NC(=O)C=1C=C(C=CC1)N1CCN(CC1)CCC(=O)OC methyl 3-[4-[3-[[(1R)-1-(1-naphthyl)ethyl]carbamoyl]phenyl]piperazin-1-yl]propanoate